(S)-N-(5-chloro-4-(5,5-dimethyl-5,6-dihydro-4H-pyrrolo[1,2-b]pyrazol-3-yl)pyridin-2-yl)-2-(2-cyanopyridin-4-yl)propanamide ClC=1C(=CC(=NC1)NC([C@@H](C)C1=CC(=NC=C1)C#N)=O)C1=C2N(N=C1)CC(C2)(C)C